N-((((2R,3S,4R,5R)-5-(4-aminopyrrolo[2,1-f][1,2,4]triazine-7-yl)-5-cyano-3,4-dihydroxytetrahydrofuran-2-yl)methoxy)((pivaloyloxy)methoxy)phosphoryl)-L-alanine NC1=NC=NN2C1=CC=C2[C@]2([C@@H]([C@@H]([C@H](O2)COP(=O)(OCOC(C(C)(C)C)=O)N[C@@H](C)C(=O)O)O)O)C#N